FC(C1=NN(C(=C1)C(=O)O)C1=NC=CC=C1Cl)F 3-difluoromethyl-1-(3-chloro-2-pyridinyl)-1H-pyrazole-5-carboxylic acid